Potassium (1R,2S)-1-methoxy-1-(5-methylpyrimidin-2-yl)propane-2-sulfinate CO[C@@H]([C@H](C)S(=O)[O-])C1=NC=C(C=N1)C.[K+]